C(#C)C=1C=CC(=NC1)CNC(C)C1=NC=CC=C1F 2-(1-{[(5-ethynylpyridin-2-yl)methyl]amino}ethyl)-3-fluoropyridine